trimethylbenzoyl-benzene CC1=C(C(=C(C=C1)C(C1=CC=CC=C1)=O)C)C